ClC=1C=C(C(=NC1)F)[C@@]1([C@H](CN(CC1)C(CCCNC(OC(C)(C)C)=O)=O)C)F tert-butyl N-{4-[(3S,4R)-4-(5-chloro-2-fluoropyridin-3-yl)-4-fluoro-3-methylpiperidin-1-yl]-4-oxobutyl}carbamate